ClC=1C=C(C=C(C1)OCCOC)C=1N(N=C2[C@H](N(CCC21)C(=O)C2=C(C(=CC=C2)OC)Cl)C)C [(7R)-3-[3-chloro-5-(2-methoxyethoxy)phenyl]-2,7-dimethyl-5,7-dihydro-4H-pyrazolo[3,4-c]pyridin-6-yl]-(2-chloro-3-methoxy-phenyl)methanone